C(=CCCCCCCCCCC)OC=1C(C(=O)O)=CC=CC1 alpha-dodecenyl-salicylic acid